C(C)(=O)N[C@H](C)C1=CC=C(C=C1)NC1=NC=NC2=CC(=C(C=C12)OC(C)=O)OC (R)-4-[4-(1-acetamidoethyl)phenylamino]-7-methoxy-6-acetoxyquinazoline